2-(2-bromo-4-chlorophenyl)ethylamine BrC1=C(C=CC(=C1)Cl)CCN